hexanonyl-CoA C(CCCCCCCC)C(C(COP(OP(OC[C@@H]1[C@H]([C@H]([C@@H](O1)N1C=NC=2C(N)=NC=NC12)O)OP(=O)(O)O)(=O)O)(=O)O)(C(CCCCCCCCC)(CCCCCCCCC)CCCCCCCCC)[C@@H](O)C(=O)NCCC(=O)NCCS)(CCCCCCCCC)CCCCCCCCC